OC=1C(=C2CCC(OC2=C(C1C)C)(C)C(=O)N1CCNCC1)C (6-hydroxy-2,5,7,8-tetramethyl-chroman-2-yl)(piperazin-1-yl)methanone